2-((5-isobutyl-1-(cis-4-(trifluoromethyl)cyclohexyl)-1H-pyrazol-3-yl)amino)-5-(thiophen-2-yl)nicotinic acid C(C(C)C)C1=CC(=NN1[C@@H]1CC[C@@H](CC1)C(F)(F)F)NC1=C(C(=O)O)C=C(C=N1)C=1SC=CC1